N-(2-bromo-3-(7H-dibenzo[b,g]carbazol-7-yl)phenyl)-N-(naphthalen-1-yl)naphthalen-1-amine BrC1=C(C=CC=C1N1C2=CC=C3C(=C2C=2C=C4C(=CC12)C=CC=C4)C=CC=C3)N(C3=CC=CC4=CC=CC=C34)C3=CC=CC4=CC=CC=C34